ClC=1C(=C2C=NNC2=C(C1F)NC(C)C)C=1N=CC=2N(C1)C=C(N2)NC(=O)N2CCCC2 N-(6-(5-chloro-6-fluoro-7-(isopropylamino)-1H-indazol-4-yl)imidazo[1,2-a]pyrazin-2-yl)pyrrolidine-1-carboxamide